N-[3-(8-amino-9H-purin-2-yl)-2,4-difluorophenyl]-5-chloro-2-methoxypyridine NC=1NC2=NC(=NC=C2N1)C=1C(=C(C=CC1F)N1C(C=CC(=C1)Cl)OC)F